1-(Tert-butyl)-N-(5-(8-(3,6-dihydro-2H-pyran-4-yl)imidazo[1,2-b]pyridazin-6-yl)-2-fluoro-4-methylphenyl)-3-fluoro-1H-pyrazole-4-carboxamide C(C)(C)(C)N1N=C(C(=C1)C(=O)NC1=C(C=C(C(=C1)C=1C=C(C=2N(N1)C=CN2)C=2CCOCC2)C)F)F